ClC=1C=NC(=C2C(C=C(N(C12)C1=C(C=C(C=C1Cl)F)Cl)CO)=O)OCCO 8-chloro-1-(2,6-dichloro-4-fluorophenyl)-5-(2-hydroxyethoxy)-2-(hydroxymethyl)-1,6-naphthyridin-4(1H)-one